N-(2,6-dioxo-3-piperidyl)-5-[2-[1-(4-nitrophenyl)-4-piperidyl]-2,8-diazaspiro[4.5]decan-8-yl]pyrimidine-2-carboxamide O=C1NC(CCC1NC(=O)C1=NC=C(C=N1)N1CCC2(CCN(C2)C2CCN(CC2)C2=CC=C(C=C2)[N+](=O)[O-])CC1)=O